tert-butyl 3-[4-[(4-acetoxy-4-methyl-1-piperidyl)methyl]-3,5-dimethyl-phenyl]azetidine-1-carboxylate C(C)(=O)OC1(CCN(CC1)CC1=C(C=C(C=C1C)C1CN(C1)C(=O)OC(C)(C)C)C)C